tert-butyl ((3-cyanoazetidin-1-yl)sulfonyl)carbamate C(#N)C1CN(C1)S(=O)(=O)NC(OC(C)(C)C)=O